C(C)(C)(C)OC(COCCO)=O 2-(2-hydroxyethoxy)acetic acid tert-butyl ester